FS(=O)(=O)C=1C=CC(=NC1)C(=O)O 5-(fluorosulfonyl)pyridine-2-carboxylic acid